C[N+](C)(C)CC1=CC=C(C=C1)C=O N,N,N-trimethyl-p-formylbenzyl-ammonium